ethyl 7-fluoro-2-hydroxy-2H-benzo[e][1,2]oxaborinine-8-carboxylate FC1=C(C2=C(C=CB(O2)O)C=C1)C(=O)OCC